N1(CCOCC1)CCCS(=O)(=O)O 4-morpholine-propanesulphonic acid